FC1=CC=C(C=C1)C1=C(CCC(C1)(C)C)CN1CCN(CC1)CCNC1=C2C(N(C(=NC2=CC=C1)C)C1C(NC(CC1)=O)=O)=O 3-(5-((2-(4-((4'-fluoro-5,5-dimethyl-3,4,5,6-tetrahydro-[1,1'-biphenyl]-2-yl)methyl)piperazin-1-yl)ethyl)amino)-2-methyl-4-oxoquinazolin-3(4H)-yl)piperidine-2,6-dione